(2,6-Dichloropyridin-4-yl)methyl (S)-2-amino-5-cyclopentylpentanoate hydrochloride Cl.N[C@H](C(=O)OCC1=CC(=NC(=C1)Cl)Cl)CCCC1CCCC1